C(CCC)N1N(N(C(=C1C)C)C)C 1-butyl-2,3,4,5-tetramethyltriazole